2-(((1R,4r)-4-(2-(((R)-2-(5-Fluoropyridin-3-yl)-2-hydroxyethyl)amino)-propan-2-yl)cyclohexyl)oxy)acetic acid FC=1C=C(C=NC1)[C@H](CNC(C)(C)C1CCC(CC1)OCC(=O)O)O